(Z)-Methyl 3-(((4-((2-(4-methoxypiperidin-1-yl)ethoxy)carbamoyl)phenyl)amino)(phenyl)methylene)-5-methyl-2-oxoindoline-6-carboxylate COC1CCN(CC1)CCONC(=O)C1=CC=C(C=C1)N\C(=C\1/C(NC2=CC(=C(C=C12)C)C(=O)OC)=O)\C1=CC=CC=C1